BrC=1C=CC(=C(C=CC2=CC(C3C(C2C3)(C)C)=O)C1)OC 4-(5-bromo-2-methoxystyryl)-6,6-dimethylbicyclo[3.1.1]hept-3-en-2-one